3-[8-dimethylamino-1-(2-methoxy-ethyl)-2-oxo-8-phenyl-1,3-diazaspiro[4.5]decan-3-yl]-N-(2-hydroxyethyl)propionamide CN(C1(CCC2(CN(C(N2CCOC)=O)CCC(=O)NCCO)CC1)C1=CC=CC=C1)C